(S)-2-((4-((2-hydroxy-1-phenylethyl)amino)-5-(3-(pyridin-4-yl)-1,2,4-oxadiazol-5-yl)pyridin-2-yl)amino)-7,7-dimethyl-6-propyl-6,7-dihydro-5H-pyrrolo[3,4-b]pyridin-5-one OC[C@H](C1=CC=CC=C1)NC1=CC(=NC=C1C1=NC(=NO1)C1=CC=NC=C1)NC1=CC=C2C(=N1)C(N(C2=O)CCC)(C)C